4-{5-[5-fluoro-6-(2-methoxyethoxy)-1H-indazol-3-yl]-1,2-oxazol-3-yl}-N-(1-methylazetidin-3-yl)benzamide FC=1C=C2C(=NNC2=CC1OCCOC)C1=CC(=NO1)C1=CC=C(C(=O)NC2CN(C2)C)C=C1